(S)-2-((6-phenylbenzo[d]thiazol-2-yl)amino)-N-(pyrrolidin-3-yl)isonicotinamide C1(=CC=CC=C1)C1=CC2=C(N=C(S2)NC=2C=C(C(=O)N[C@@H]3CNCC3)C=CN2)C=C1